C(CCCCCCC\C=C/CCCCCCCC)(=O)C(C(=O)N)(CCCC(=O)O)C(CCCCCCC\C=C/CCCCCCCC)=O dioleoyl-hexanedioic acid amide